C=C(C)C1=C(C2=C(S1)CCC2)C(=O)OC methyl 2-(prop-1-en-2-yl)-4H,5H,6H-cyclopenta[b]thiophene-3-carboxylate